FC(CNC(=O)C1=CN=C2N1C=C(C=C2)C2=CNC1=NC=C(C=C12)C1=CC(=NC=C1)N1CCN(CC1)C)F N-(2,2-difluoroethyl)-6-(5-(2-(4-methylpiperazin-1-yl)pyridin-4-yl)-1H-pyrrolo[2,3-b]pyridin-3-yl)imidazo[1,2-a]pyridine-3-carboxamide